O=CC[C@@H]1[C@H]2CC[C@@H](CN1C(=O)OCC1=CC=CC=C1)N2C(=O)OC(C)(C)C 3-benzyl 8-(tert-butyl) (1R,2R,5S)-2-(2-oxoethyl)-3,8-diazabicyclo[3.2.1]octane-3,8-dicarboxylate